CC(C(=O)N1CC=C(C=C1)S(=O)(=O)C1=CC=C(C(=O)O)C=C1)(C)C 4-[N-(2,2-dimethylpropionyl)-S-(4-pyridyl)sulfonyl]benzoic acid